4-hydroxy-1-(3-(4-(hydroxymethyl)-1-(4-(trifluoromethoxy)phenyl)-1H-pyrazolo[3,4-b]pyridin-3-yl)azetidin-1-yl)pent-2-en-1-one OC(C=CC(=O)N1CC(C1)C1=NN(C2=NC=CC(=C21)CO)C2=CC=C(C=C2)OC(F)(F)F)C